Tetrahydrofuran-2,3,4,5-tetracarboxylic dianhydride C12C3C(C(=O)OC3=O)OC1C(=O)OC2=O